tert-butyl ((2R,4S,5R)-5-((R)-ethylsulfonimidoyl)-2-((S)-1-(4-fluorophenyl)-1,2,3,4-tetrahydroisoquinoline-2-carbonyl)tetrahydro-2H-pyran-4-yl)carbamate C(C)[S@](=O)(=N)[C@@H]1[C@H](C[C@@H](OC1)C(=O)N1[C@H](C2=CC=CC=C2CC1)C1=CC=C(C=C1)F)NC(OC(C)(C)C)=O